BrCCCCCF 5-bromopentyl fluoride